ClC=1C(=NC=CC1)C1=NN=C(O1)C(=O)NN 5-(3-chloropyridin-2-yl)-1,3,4-oxadiazole-2-carbohydrazide